FC(CN1CC(CCC1)CCO)(F)F 2-(1-(2,2,2-trifluoroethyl)piperidin-3-yl)ethan-1-ol